Sodium 2,3-bis((3-(benzyloxy)propanoyl)oxy)propyl ((R)-2,3-bis(tetradecanoyloxy) propyl) phosphate P(=O)(OCC(COC(CCOCC1=CC=CC=C1)=O)OC(CCOCC1=CC=CC=C1)=O)(OC[C@@H](COC(CCCCCCCCCCCCC)=O)OC(CCCCCCCCCCCCC)=O)[O-].[Na+]